N-(4-(4-cyclopropylpiperazin-1-yl)phenyl)-2-methoxy-4-((8-methyl-2,3-dihydro-1H-pyrido[2,3-b][1,4]oxazin-7-yl)amino)nicotinamide C1(CC1)N1CCN(CC1)C1=CC=C(C=C1)NC(C1=C(N=CC=C1NC1=C(C2=C(OCCN2)N=C1)C)OC)=O